4-chloro-3-(3,5-dichloro-pyridin-2-yl)-N-(2-methoxy-phenyl)-N-methyl-benzamide ClC1=C(C=C(C(=O)N(C)C2=C(C=CC=C2)OC)C=C1)C1=NC=C(C=C1Cl)Cl